N-((1,2,3,5,6,7-Hexahydro-s-indacen-4-yl)carbamoyl)-6-isopropyl-3,6-diazabicyclo[3.2.0]heptane-3-sulfonamide, potassium salt [K].C1CCC2=C(C=3CCCC3C=C12)NC(=O)NS(=O)(=O)N1CC2CN(C2C1)C(C)C